4,4-bis(4-fluorophenyl)-1-butanol FC1=CC=C(C=C1)C(CCCO)C1=CC=C(C=C1)F